C(C)OC(=O)C=1C(N(C(N(C1)C1=CC2=C(N(C(O2)=O)C)C=C1)=O)[C@@H]1CCC2=C(C=CC=C12)C(F)(F)F)=O 1-(3-methyl-2-oxo-2,3-dihydro-1,3-benzoxazol-6-yl)-2,4-dioxo-3-[(1R)-4-(trifluoromethyl)-2,3-dihydro-1H-inden-1-yl]-1,2,3,4-tetrahydropyrimidine-5-carboxylic acid ethyl ester